O=C1C(O)=C([O-])[C@H](O1)[C@@H](O)CO.[Na+].OC=1[C@H](OC(C1O)=O)[C@H](CO)O vitamin C sodium ascorbate